FC1=CC(=C(C=C1[N+](=O)[O-])NC1=NC=CC(=N1)N1N=CC2=CC=CC=C12)OC N-(4-fluoro-2-methoxy-5-nitrophenyl)-4-(1H-indazol-1-yl)pyrimidin-2-amine